1-iso-propyl-propylene C(C)(C)C=CC